Cl.N1CCC12CCOCC2 7-oxa-1-azaspiro[3.5]nonane hydrochloride